OC[C@H](C)N1C=NC2=C(C1=O)C=C(N=C2C=2C=NC=CC2)N2CCOCC2 (S)-3-(1-hydroxy-prop-2-yl)-6-morpholino-8-(pyridin-3-yl)pyrido[3,4-d]pyrimidin-4(3H)-one